ClC1=C(C(=CC=C1)Cl)C1=CC2=C(N=C(N=C2)NC2=NC=C(C=C2)O[C@@H](C)CC[C@H](C)O)N(C1=O)C 6-(2,6-dichlorophenyl)-2-((5-(((2S,5S)-5-hydroxyhexan-2-yl)oxy)pyridin-2-yl)amino)-8-methylpyrido[2,3-d]pyrimidin-7(8H)-one